γ-amino-2-propanol NCC(C)O